CC1=C(C=CC=C1C)N1CCN(CC1)C(CN1N=C(C2=C1CCC2)C(=O)N2CC(OCC2)CO)=O 1-[4-(2,3-Dimethylphenyl)piperazin-1-yl]-2-{3-[2-(hydroxymethyl)morpholin-4-carbonyl]-5,6-dihydrocyclopenta[c]pyrazol-1(4H)-yl}ethan-1-on